C1(=CC=C(C=C1)S(=O)(=O)Cl)C p-tolylsulfonyl chloride